(S)-4-methyl-3-(1-(pyrimidin-5-yl)pyrrolidin-3-yl)-N-(5-(trifluoromethoxy)pyridin-2-yl)benzamide tert-butyl-4-(4-bromo-1H-pyrazol-1-yl)-3-oxopiperidine-1-carboxylate C(C)(C)(C)OC(=O)N1CC(C(CC1)N1N=CC(=C1)Br)=O.CC1=C(C=C(C(=O)NC2=NC=C(C=C2)OC(F)(F)F)C=C1)[C@H]1CN(CC1)C=1C=NC=NC1